sodium bisulphite, sodium salt [Na+].S([O-])(O)=O.[Na+].S([O-])(O)=O